N-(1-(2,4-dioxo-3,4-dihydropyrimidin-1(2H)-yl)-2-oxo-2-(4-(trifluoromethyl)phenyl)ethyl)-3-methylbenzamide O=C1N(C=CC(N1)=O)C(C(C1=CC=C(C=C1)C(F)(F)F)=O)NC(C1=CC(=CC=C1)C)=O